3-amino-1H-indazole-6-carboxamide NC1=NNC2=CC(=CC=C12)C(=O)N